C(#N)C1=NC(=NC(=C1)N(C)C)N1N=CC(=C1)C(=O)O 1-[4-cyano-6-(dimethylamino)pyrimidin-2-yl]-1H-pyrazole-4-carboxylic acid